acetic acid (2E)-3,7-dimethyloct-2,6-dien-1-yl ester C\C(=C/COC(C)=O)\CCC=C(C)C